C1(CCCC1)N(C1=NC=CC2=C1N=C(N=C2)NC2=C(C=C(C=C2)C=2C=NN(C2)C)OC)C N8-cyclopentyl-N2-(2-methoxy-4-(1-methyl-1H-pyrazol-4-yl)phenyl)-N8-methylpyrido[3,4-d]pyrimidine-2,8-diamine